[Si](C)(C)(C(C)(C)C)OCCN[C@@H]1CN(CC1)C(=O)[O-] (S)-3-((2-((tert-butyldimethylsilyl) oxy)ethyl)amino)pyrrolidine-1-carboxylate